tert-Butyl 4-[[4-[(E)-3-(4,4,5,5-tetramethyl-1,3,2-dioxaborolan-2-yl)allyl]phenyl]methyl]piperazine-1-carboxylate CC1(OB(OC1(C)C)/C=C/CC1=CC=C(C=C1)CN1CCN(CC1)C(=O)OC(C)(C)C)C